C(#N)C1=CC2=C(N(C(=N2)NC(=O)C2=CC(=NN2CC)C)CCC2=CC=C(C=C2)S(N)(=O)=O)C=C1 N-(5-cyano-1-(4-sulfamoylphenethyl)-1H-benzo[d]imidazol-2-yl)-1-ethyl-3-methyl-1H-Pyrazole-5-carboxamide